P(=O)(O)(O)OC[C@@H]1[C@H]([C@H]([C@@H](O1)[15N]1C(=O)[15NH]C(=O)C=C1)O)O uridine-15N2-5'-monophosphate